NC([C@H]([C@@H](C=C)C)NC(O)=O)=O ((2S,3R)-1-amino-3-methyl-1-oxopent-4-en-2-yl)carbamic acid